(R)-N-(1-(4-amino-6-(trifluoromethyl)pyridin-2-yl)ethyl)-7-bromo-4-methylphthalazin-1-amine NC1=CC(=NC(=C1)C(F)(F)F)[C@@H](C)NC1=NN=C(C2=CC=C(C=C12)Br)C